(R)-1-(4-(2H-1,2,3-triazol-4-yl)thiophen-2-yl)ethan-1-amine N=1NN=C(C1)C=1C=C(SC1)[C@@H](C)N